1,2-bis(methylsulfonyloxymethyl)cyclohexane CS(=O)(=O)OCC1C(CCCC1)COS(=O)(=O)C